3-Bromo-6-((difluoromethoxy)methyl)-6-fluoro-2-(5-fluoropyridin-2-yl)-4,5,6,7-tetrahydropyrazolo[1,5-a]pyridine BrC=1C(=NN2C1CCC(C2)(F)COC(F)F)C2=NC=C(C=C2)F